C[C@H]1O[C@@H](CN(C1)C=1C=C2C(=CN1)O[C@]1(CN([C@H](C1)C)CC1=CN=C(S1)NC(C)=O)C2)C N-(5-(((2R,5'S)-5-((2R,6R)-2,6-Dimethylmorpholino)-5'-methyl-3H-spiro[furo[2,3-c]pyridine-2,3'-pyrrolidin]-1'-yl)methyl)thiazol-2-yl)acetamide